l-N-(8-fluoro-2-methyl-3-quinolyl)-2,4-dimethyl-pentanamide FC=1C=CC=C2C=C(C(=NC12)C)NC(C(CC(C)C)C)=O